tert-butyl 6-((1-methylpiperidin-4-yl)oxy)-3,4-dihydroisoquinoline-2(1H)-carboxylate CN1CCC(CC1)OC=1C=C2CCN(CC2=CC1)C(=O)OC(C)(C)C